O1C2=C(OC(C1([2H])[2H])([2H])[2H])C=C(C=C2)OC2CCN(CC2)C=2C(=CC=1N(N2)C(C=CN1)=O)C 7-(4-((2,3-Dihydrobenzo[b][1,4]dioxin-6-yl-2,2,3,3-d4)oxy)piperidin-1-yl)-8-methyl-4H-pyrimido[1,2-b]pyridazin-4-one